[Nb].[Mo].[Au] gold-molybdenum-niobium